CC1=C(C=CC=C1NC(=O)C=1SC(=NN1)[C@H](C)N)C1=C(C(=CC=C1)NC(=O)C=1SC(=NN1)[C@H](C)N)C (2,2'-dimethyl-[1,1'-biphenyl]-3,3'-diyl)bis(5-((S)-1-aminoethyl)-1,3,4-thiadiazole-2-carboxamide)